2-(tert-butyl)malononitrile C(C)(C)(C)C(C#N)C#N